5-tert-butyl-N-[[4-[6-[4-[4-[6-[(2,6-dioxo-3-piperidyl)amino]-3-pyridyl]-1-piperidyl]butyl]pyrrolo[2,1-f][1,2,4]triazin-4-yl]-2-fluoro-phenyl]methyl]-1,2,4-oxadiazole-3-carboxamide C(C)(C)(C)C1=NC(=NO1)C(=O)NCC1=C(C=C(C=C1)C1=NC=NN2C1=CC(=C2)CCCCN2CCC(CC2)C=2C=NC(=CC2)NC2C(NC(CC2)=O)=O)F